FC1(CC(C1)CN(CCC(C(=O)O)NC1=NC(=NC2=CC(=CC=C12)F)C)CCCCC1=NC=2NCCCC2C=C1)F 4-(((3,3-difluorocyclobutyl)methyl)(4-(5,6,7,8-tetrahydro-1,8-naphthyridin-2-yl)butyl)amino)-2-((7-fluoro-2-methylquinazolin-4-yl)amino)butanoic acid